O1C(=NC2=C1C=CC=C2)C2=CC=C(C(=O)NO)C=C2 4-(benzo[d]oxazol-2-yl)-N-hydroxybenzoamide